[N-](S(=O)(=O)C(F)(F)C(F)(F)F)S(=O)(=O)C(F)(F)C(F)(F)F.C[N+]1(CCCCC1)CCCCC 1-methyl-1-pentylpiperidinium bis(pentafluoroethanesulfonyl)imide salt